(7E)-7,9-decadien-1-ylacetate C(CCCCC\C=C\C=C)CC(=O)[O-]